5-bromonicotinic acid tert-butyl ester C(C)(C)(C)OC(C1=CN=CC(=C1)Br)=O